OCC1CCN(CC1)C1=CC=C(C=N1)NCCC(=O)O 3-({6-[4-(hydroxymethyl)piperidin-1-yl]pyridin-3-yl}amino)propanoic acid